C1=CC=C(C=C1)C2=CC(=NC=N2)I The molecule is a member of the class of pyrimidines carrying iodo and phenyl substituents at positions 4 and 6 respectively. It has a role as a macrophage migration inhibitory factor inhibitor, an antineoplastic agent and an apoptosis inducer. It is a member of pyrimidines, a biaryl and an organoiodine compound.